4-methyl-N-[3-(4-methyl-imidazole-1-yl)-5-trifluoromethyl-phenyl]-3-(4-pyridine-3-yl-pyrimidine-2-ylamino)-benzamide monohydrochloride dihydrate O.O.Cl.CC1=C(C=C(C(=O)NC2=CC(=CC(=C2)C(F)(F)F)N2C=NC(=C2)C)C=C1)NC1=NC=CC(=N1)C=1C=NC=CC1